1-(3-(prop-1-en-2-yl)phenyl)ethan-1-one C=C(C)C=1C=C(C=CC1)C(C)=O